(3-chloro-4-fluoro-5-(trifluoromethyl)phenyl)methanol ClC=1C=C(C=C(C1F)C(F)(F)F)CO